[Pd+2].ClC1=C([C-](C=C1)P(C1=CC=CC=C1)C1=CC=CC=C1)Cl.[C-]1(C=CC=C1)P(C1=CC=CC=C1)C1=CC=CC=C1.[Fe+2] dichloro-1,1'-bis(diphenylphosphino)-ferrocene palladium(II)